β-rhamnose O[C@@H]1[C@H](O)[C@H](O)[C@@H](O)[C@@H](O1)C